FC1=C(C=CC=2C=C3N(C12)C(CNC3=O)C)C(=O)NC=3C=NN(C3)CC=3C=NC(=CC3)C(C)(C)O 6-fluoro-N-(1-((6-(2-hydroxy-prop-2-yl)pyridin-3-yl)methyl)-1H-pyrazol-4-yl)-4-methyl-1-oxo-1,2,3,4-tetrahydropyrazino[1,2-a]indole-7-carboxamide